CN1N=C(C(=C1N1C(C2=CC=C(C=C2CC1)OC(F)(F)F)=O)C)C1=CC=C(C=C1)NC(=O)\N=C\1/SCC(N1C1=C(C=CC(=C1)C)C(C)C)=O (3Z)-1-[4-[1,4-dimethyl-5-[1-oxo-6-(trifluoromethoxy)-3,4-dihydroisoquinolin-2-yl]pyrazol-3-yl]phenyl]-3-[3-(2-isopropyl-5-methyl-phenyl)-4-oxo-thiazolidin-2-ylidene]urea